C(C1=CC=CC=C1)N1[C@H](C[C@@H](CC1)C(=O)NN)C1CC1 |r| (rac)-trans-1-benzyl-2-cyclopropylpiperidine-4-carbohydrazide